(2R)-7-amino-4-{[3-(difluoromethyl)phenyl]methyl}-6,8-difluoro-2-methyl-2H-1,4-benzoxazin-3-one NC1=C(C2=C(N(C([C@H](O2)C)=O)CC2=CC(=CC=C2)C(F)F)C=C1F)F